aluminaisopropanol [Al](C)(C)O